C(#N)C(C)(C)C=1C=CC(=NC1)COC1=NN=C(S1)NC(C1=CN=C(C=C1C1=C(C=CC=C1OC)F)C)=O N-(5-((5-(2-cyanopropan-2-yl)pyridin-2-yl)methoxy)-1,3,4-thiadiazol-2-yl)-4-(2-fluoro-6-methoxyphenyl)-6-methylnicotinamide